cis-4-(2-Amino-2-methylpropanoyl)-N-(1-(4-(((4-aminocyclohexyl)amino)methyl)phenyl)-2-oxo-1,2-dihydropyrimidin-4-yl)piperazine-1-carboxamide hydrochloride salt Cl.NC(C(=O)N1CCN(CC1)C(=O)NC1=NC(N(C=C1)C1=CC=C(C=C1)CN[C@@H]1CC[C@@H](CC1)N)=O)(C)C